2-[[5-(2-cyclopropyl-4-methoxy-3-pyridyl)-3-[[4-[1-methyl-4-(trifluoromethyl)imidazol-2-yl]phenyl]methyl]pyrazolo[4,3-d]pyrimidin-1-yl]methoxy]ethyl-trimethyl-silane C1(CC1)C1=NC=CC(=C1C=1N=CC2=C(N1)C(=NN2COCC[Si](C)(C)C)CC2=CC=C(C=C2)C=2N(C=C(N2)C(F)(F)F)C)OC